tert-butyl ((R)-1-(((1r,4R)-4-formylcyclohexyl)oxy)propan-2-yl)carbamate C(=O)C1CCC(CC1)OC[C@@H](C)NC(OC(C)(C)C)=O